CS(=O)(=O)N1CC2C(C(C1)C2)C2N1C(C3=CC=CC=C23)=CN=C1 5-(3-(methylsulfonyl)-3-azabicyclo[3.1.1]heptan-6-yl)-5H-imidazo[5,1-a]isoindole